1-((1-(2-methoxyethyl)cyclohexyl)methyl)-1H-pyrazole COCCC1(CCCCC1)CN1N=CC=C1